tert-butyl (3S)-3-[[4-[6-[(3R)-3-hydroxypyrrolidine-1-carbonyl]-1H-indol-3-yl]-5-(trifluoromethyl)pyrimidin-2-yl]amino]piperidine-1-carboxylate O[C@H]1CN(CC1)C(=O)C1=CC=C2C(=CNC2=C1)C1=NC(=NC=C1C(F)(F)F)N[C@@H]1CN(CCC1)C(=O)OC(C)(C)C